(2-hydroxyethyl)lactamide OCCC(C(=O)N)(O)C